C1(=CC=CC=C1)S(=O)(=O)N1C=C(C=2C1=NC=CC2Br)CC 1-(Benzenesulfonyl)-4-bromo-3-ethyl-pyrrolo[2,3-b]pyridine